FC(OC=1C=C(C=CC1F)C=1C=C2C(=NC1)C=NN2CC2=NN=C(S2)NC)F [[6-[3-(Difluoromethoxy)-4-fluoro-phenyl]pyrazolo[4,3-b]pyridin-1-yl]methyl]-N-methyl-1,3,4-thiadiazol-2-amine